3-(4-(5-chloro-2-((3-methylisothiazol-5-yl)amino)pyrimidin-4-yl)-1H-pyrazol-1-yl)propionitrile ClC=1C(=NC(=NC1)NC1=CC(=NS1)C)C=1C=NN(C1)CCC#N